NC1=CC=C2C=CC(=NC2=N1)C=O 7-AMINO-[1,8]NAPHTHYRIDINE-2-CARBALDEHYDE